7-((E)-2-(Pyridin-2-yl)vinyl)-4-aza-7,9-dideazaadenosine N1=C(C=CC=C1)/C=C/C=1C=C([C@H]2[C@H](O)[C@H](O)[C@@H](CO)O2)N2N=CN=C(C12)N